methyl 5-chloro-2-methoxy-6'-methyl-[3,4'-bipyridine]-3'-carboxylate ClC=1C=C(C(=NC1)OC)C1=C(C=NC(=C1)C)C(=O)OC